t-butane C(C)(C)C